FC(C1=CC2=C(SCCN2CCCN2C(C3=CC=CC=C3C2)=O)C=C1)(F)F 2-(3-(6-(trifluoromethyl)-2,3-dihydro-4H-benzo[b][1,4]thiazin-4-yl)propyl)isoindolin-1-one